1,1-bis(4-hydroxy-3,5-dimethylphenyl)cyclononane OC1=C(C=C(C=C1C)C1(CCCCCCCC1)C1=CC(=C(C(=C1)C)O)C)C